4-(2-(2,6-dioxopiperidin-3-yl)-1-oxoisoindolin-5-yl)piperidine-1-carboxylic acid tert-butyl ester C(C)(C)(C)OC(=O)N1CCC(CC1)C=1C=C2CN(C(C2=CC1)=O)C1C(NC(CC1)=O)=O